3-(4-nitrophenyl)-5-methyl-2-phenyltetrazolium chloride CC1=NN(N([NH2+]1)C2=CC=CC=C2)C3=CC=C(C=C3)[N+](=O)[O-].[Cl-]